3-benzenedimethanethiol C1(=CC(=CC=C1)CS)CS